C(C)(C)(C)OC(=O)N[C@@H](CN1C(C2=CC=CC=C2C1=O)=O)C1=CC=C(C(=O)OC)C=C1 Methyl (R)-4-(1-((tert-butoxycarbonyl)amino)-2-(1,3-dioxoisoindolin-2-yl)ethyl)benzoate